6-(3,6-diazabicyclo[3.1.1]heptan-3-yl)-4-(6-{6-[(6-methoxypyridin-3-yl)methyl]-3,6-diazabicyclo[3.1.1]heptan-3-yl}pyridin-3-yl)pyrazolo[1,5-a]pyridine-3-carbonitrile C12CN(CC(N1)C2)C=2C=C(C=1N(C2)N=CC1C#N)C=1C=NC(=CC1)N1CC2N(C(C1)C2)CC=2C=NC(=CC2)OC